trans-4-formyl-stilbene C(=O)C1=CC=C(C=C1)\C=C\C1=CC=CC=C1